(perfluoropropane-2,2-diyl)bis(4,1-phenylene) bis(2-methylacrylate) CC(C(=O)OC1=CC=C(C=C1)C(C(F)(F)F)(C(F)(F)F)C1=CC=C(C=C1)OC(C(=C)C)=O)=C